O=C1OCCN1C=1C=C(C=CC1)NC(=O)NC1=CC=CC=C1 1-[3-(2-oxo-1,3-oxazolidin-3-yl)phenyl]-3-phenylurea